ClC=1C=C(C2=C(N=C(O2)N2CC3CCCC(C2)N3C(=O)OC(C)(C)C)C1C(F)(F)F)C1=NC=CC=C1 tert-Butyl 3-(5-chloro-7-(pyridin-2-yl)-4-(trifluoromethyl)benzo[d]oxazol-2-yl)-3,9-diazabicyclo[3.3.1]nonane-9-carboxylate